C(C(C)C)OC(NC1=NC=NN2C1=CC=C2[C@@]2(OC([C@H]1OC(O[C@H]12)(C)C)COC(=O)OCC(C)C)C#N)=O (7-((3ar,4r,6ar)-4-cyano-6-(((isobutoxycarbonyl)oxy)methyl)-2,2-dimethyltetrahydrofurano[3,4-d][1,3]dioxol-4-yl)pyrrolo[2,1-f][1,2,4]triazin-4-yl)carbamic acid isobutyl ester